arabinitol-d C([C@@H](O)[C@H](O)[C@H](O)CO)O[2H]